fluoro-6-cyclopropylaniline FNC1=CC=CC=C1C1CC1